Osmium tetroxid [Os](=O)(=O)(=O)=O